COC([C@H](OC)OC1=NN(C(=C1C(F)F)C=1C=NC(=CC1)F)C1=C(C=CC=C1)F)=O |r| Methyl-(2RS)-{[4-(difluoromethyl)-1-(2-fluorophenyl)-5-(6-fluoropyridin-3-yl)-1H-pyrazol-3-yl]oxy}(methoxy)acetat